ClC1=C(CN2CCN(CC2)C=2C=CC3=C(C=C(O3)C(=O)O)C2C)C=C(C=C1)Cl 5-[4-(2,5-dichloro-benzyl)-piperazin-1-yl]-4-methyl-benzofuran-2-carboxylic acid